tetramethyl-benzidin CN(C1=CC=C(C2=CC=C(N(C)C)C=C2)C=C1)C